(1S)-4-bromo-N-(2-(4-(5-fluoropyridin-2-yl)-1,9-dioxaspiro[5.5]undecan-4-yl)ethyl)-2,3-dihydro-1H-inden-1-amine BrC1=C2CC[C@@H](C2=CC=C1)NCCC1(CCOC2(C1)CCOCC2)C2=NC=C(C=C2)F